C(C)OC(CN1N=C(C(=C1)I)C1CCN(CC1)C(=O)OC(C)(C)C)=O Tert-butyl 4-[1-(2-ethoxy-2-oxoethyl)4-iodo-1H-pyrazol-3-yl]piperidine-1-carboxylate